BrC1=C(C=CC=C1)C o-Bromotoluol